12-chlorododec-1-ene ClCCCCCCCCCCC=C